ClC=1C(=NC(=NC1)NC1=CC(=CC(=C1)CN1C[C@H](N[C@H](C1)C)C)C1CC1)C1=CNC2=CC(=CC=C12)C 5-chloro-N-(3-cyclopropyl-5-(((3R,5S)-3,5-dimethylpiperazine-1-yl)methyl)phenyl)-4-(6-methyl-1H-indol-3-yl)pyrimidine-2-amin